NCC(=O)NCC1(CN(C1)S(=O)(=O)C1=C(C=C(C=C1)Cl)Cl)COC1=CC(=C(C=C1)C#N)F 2-Amino-N-((3-((4-cyano-3-fluorophenoxy)methyl)-1-((2,4-dichlorophenyl)sulfonyl)azetidin-3-yl)methyl)acetamide